C[Si](CCOCN1C=CC=2C1=NC=C(C2)N2C(NC1=C2C=CC=C1)=O)(C)C 1-(1-((2-(trimethylsilyl)ethoxy)methyl)-1H-pyrrolo[2,3-b]pyridin-5-yl)-1H-benzo[d]imidazol-2(3H)-one